BrC1=C(C=C2C(=NC(=NC2=C1F)OC[C@]12CCCN2C[C@@H](C1)F)N1CCOC[C@](C1)(O)C)F (S)-4-(7-bromo-6,8-difluoro-2-(((2R,7aS)-2-fluorotetrahydro-1H-pyrrolizin-7a(5H)-yl)methoxy)quinazolin-4-yl)-6-methyl-1,4-oxazepan-6-ol